5-[2-(ethylthio)propyl]-2-propionyl-3-hydroxy-2-cyclohexen-1-one C(C)SC(CC1CC(=C(C(C1)=O)C(CC)=O)O)C